CC=1N=CSC1C1=CC=C(C=C1)[C@H](CN1CCOCC1)NC(=O)C1NCCC1 N-((R)-1-(4-(4-methylthiazol-5-yl)phenyl)-2-morpholinoethyl)pyrrolidine-2-carboxamide